butyl 4-(4-amino-5-methyl-pyrazol-1-yl)piperidine-1-carboxylate NC=1C=NN(C1C)C1CCN(CC1)C(=O)OCCCC